N1=CN(C2=NC=CC=C21)[C@@H]2C[C@@H](CCC2)NC2=NC=C(C(=N2)C=2C=NN(C2)CC)C#N 2-(((1R,3S)-3-(3H-imidazo[4,5-b]pyridin-3-yl)cyclohexyl)amino)-4-(1-ethyl-1H-pyrazol-4-yl)pyrimidine-5-carbonitrile